C(CC)[C@@H]1C(C(OC1)=O)S(=O)(=O)C1=CC=C(C=C1)CCC (4S)-4-propyl-3-((4-propyl-phenyl)sulfonyl)dihydro-furan-2(3H)-one